N-(3,4-difluorophenyl)-3-((dimethylamino)methyl)-4-hydroxy-4-(3-methoxyphenyl)piperidine-1-carboxamide hydrochloride Cl.FC=1C=C(C=CC1F)NC(=O)N1CC(C(CC1)(C1=CC(=CC=C1)OC)O)CN(C)C